4-{2-[2-(5-bromo-6-methoxypyridine-3-sulfonamido)phenyl]ethynyl}benzoic acid BrC=1C=C(C=NC1OC)S(=O)(=O)NC1=C(C=CC=C1)C#CC1=CC=C(C(=O)O)C=C1